C1(CC1)OC1=CC=C(C=C1)C1=CC=C(C=C1)CCCNC=1C2=C(N=C(N1)C1=COC=C1)SC(=C2)C N-(3-(4'-cyclopropoxy-[1,1'-biphenyl]-4-yl)propyl)-2-(furan-3-yl)-6-methylthieno[2,3-d]pyrimidin-4-amine